N-(1-(2-(difluoromethoxy)ethyl)-1H-pyrazolo[3,4-b]pyridin-6-yl)-4-((2-hydroxyethyl)sulfonylamino)-2-(6-azaspiro[2.5]oct-6-yl)benzamide FC(OCCN1N=CC=2C1=NC(=CC2)NC(C2=C(C=C(C=C2)NS(=O)(=O)CCO)N2CCC1(CC1)CC2)=O)F